(E)-2-(2-(2-(dimethylamino)pyrimidin-5-yl)vinyl)-1-methylpyridin-1-ium iodide [I-].CN(C1=NC=C(C=N1)/C=C/C1=[N+](C=CC=C1)C)C